C[Si](C)(C)N([Si](C)(C)C)[Na].[Na] sodium bis(trimethylsilyl)aminosodium